4-(4-Amino-6-(4-methacrylamidophenyl)-7-methyl-7H-pyrrolo[2,3-d]pyrimidin-5-yl)benzoic acid NC=1C2=C(N=CN1)N(C(=C2C2=CC=C(C(=O)O)C=C2)C2=CC=C(C=C2)NC(C(=C)C)=O)C